zirconium oxychloride, cerium salt [Ce].O(Cl)Cl.[Zr]